3-(4-bromo-3-fluoro-pyrazol-1-yl)aniline BrC=1C(=NN(C1)C=1C=C(N)C=CC1)F